ClC1=C(C=C(C=C1)N1C=2C=CC(=NC2C(C(C1)(C)C)OC)C(=O)N1C(CN(CC1)C1=CC=C(C=N1)CC(=O)O)(C)C)F 2-(6-(4-(5-(4-chloro-3-fluorophenyl)-8-methoxy-7,7-dimethyl-5,6,7,8-tetrahydro-1,5-naphthyridine-2-carbonyl)-3,3-dimethylpiperazin-1-yl)pyridin-3-yl)acetic acid